(9S)-6,7,8,9-tetrahydro-9-hydroxy-5H-cyclohepta[b]pyridin-5-one O[C@H]1CCCC(C=2C1=NC=CC2)=O